(4S)-7-chloro-6-(2,6-difluorophenyl)-4-methyl-8-(trifluoromethyl)-4H-[1,2,4]Triazolo[4,3-a][1,4]Benzodiazepine ClC1=C(C=CC2=C1C(=N[C@H](C=1N2C=NN1)C)C1=C(C=CC=C1F)F)C(F)(F)F